(trans)-3-(bromomethyl)-4-methylpyrrolidine-1-carboxylic acid tert-butyl ester C(C)(C)(C)OC(=O)N1C[C@H]([C@@H](C1)C)CBr